7-aminoquinazolin-4(3H)-one NC1=CC=C2C(NC=NC2=C1)=O